C(C1CCC(CCC1)N=C=O)C1CCC(CCC1)N=C=O 1,1'-methylene-bis-(4-isocyanatocycloheptane)